FC1=C(C=CC=C1)OC1=C(C(=O)O)C=CC=C1 2-(2-fluorophenyloxy)benzoic acid